C(OCC1=CC=C(C=C1)N(C(=O)OC(C)(C)C)C([C@H](C)N(C(=O)OC(C)(C)C)C(=O)OC(C)(C)C)=O)(OC1=CC=C(C=C1)[N+](=O)[O-])=O [4-[[(2S)-2-[BIS(TERT-BUTOXYCARBONYL)AMINO]PROPANOYL]-TERT-BUTOXYCARBONYL-AMINO]PHENYL]METHYL (4-NITROPHENYL) CARBONATE